FC1=C(C=CC(=C1)F)S(=O)(=O)[O-] 2,4-difluorobenzenesulphonate